5-(2-methoxy-5,6,7,8-tetrahydro-1,6-naphthyridine-6-carbonyl)-6-methyl-N-(1-methylcyclopropyl)furo[2,3-d]pyrimidin-4-amine COC1=NC=2CCN(CC2C=C1)C(=O)C1=C(OC=2N=CN=C(C21)NC2(CC2)C)C